(R)-N-(4-(8-amino-6-methyl-3-(trideuteriomethyl)imidazo[1,5-a]pyrazin-1-yl)-3-methylphenyl)-2-(3-fluorophenyl)-2-hydroxyacetamide NC=1C=2N(C=C(N1)C)C(=NC2C2=C(C=C(C=C2)NC([C@H](O)C2=CC(=CC=C2)F)=O)C)C([2H])([2H])[2H]